C(C1=CC=CC=C1)C1(C[C@@H]2[C@@H](CN(C2)CC(=O)C2=NC(=C(C=C2)O)F)C1)OC 2-((3aR,5r,6aS)-5-benzyl-5-methoxy-hexahydrocyclopenta[c]pyrrol-2(1H)-yl)-1-(6-fluoro-5-hydroxypyridin-2-yl)ethanone